C(C1=CN=CC=C1)(=O)N[C@@H](CO)C(=O)O nicotinoyl-serine